N-(5-(2-(4-(4-acetylpiperazin-1-yl)phenyl)-4-methoxy-1H-pyrrolo[2,3-b]pyridin-3-yl)-2-methylphenyl)acrylamide C(C)(=O)N1CCN(CC1)C1=CC=C(C=C1)C1=C(C=2C(=NC=CC2OC)N1)C=1C=CC(=C(C1)NC(C=C)=O)C